FC=1C=C(C=CC1F)[C@H]1[C@@H](CN(C1)CCOC)NC(=O)NC=1C(=NN(C1C1=CC=CC=C1)C)C(F)(F)F 1-((3s,4r)-4-(3,4-difluorophenyl)-1-(2-methoxyethyl)pyrrolidin-3-yl)-3-(1-methyl-5-phenyl-3-(trifluoromethyl)-1H-pyrazol-4-yl)urea